N1=C(C=CC=C1)C1=NC=CC=C1C1=NC=CC=C1.N1=C(C=CC=C1)C1=NC=CC=C1C1=NC=CC=C1.[Co] cobalt bis(terpyridine)